(+/-)-N7-Methyl-N5-((1-methyl-1H-pyrazol-4-yl)methyl)-3-phenyl-2,3-dihydrobenzofuran-5,7-dicarboxamid CNC(=O)C1=CC(=CC=2[C@H](COC21)C2=CC=CC=C2)C(=O)NCC=2C=NN(C2)C |r|